1,4-dihydro-2H-benzo[d][1,3]thiazine N1CSCC2=C1C=CC=C2